(2-chloro-4-fluoro-3-iodophenyl)((3-methoxyazetidin-1-yl)sulfonyl)carbamic acid tert-butyl ester C(C)(C)(C)OC(N(S(=O)(=O)N1CC(C1)OC)C1=C(C(=C(C=C1)F)I)Cl)=O